2-(3-methoxyphenyl)-5-methyloctahydropyrrolo[3,4-c]pyrrole COC=1C=C(C=CC1)N1CC2CN(CC2C1)C